3-Methoxy-3-oxopropan-1-aminium chlorid [Cl-].COC(CC[NH3+])=O